CCCCCCCCCC/C=C\CCCCCCCCCC(=O)O[C@H](COC(=O)CCC/C=C\C/C=C\C/C=C\C/C=C\CCCCC)COP(=O)(O)OC[C@H](CO)O 1-(5Z,8Z,11Z,14Z-eicosatetraenoyl)-2-(11Z-docosenoyl)-glycero-3-phospho-(1'-sn-glycerol)